C(C)OC(=O)C=1C(=NN2C1C=C(C(=C2)C)Br)C2CC2 5-bromo-2-cyclopropyl-6-methylpyrazolo[1,5-a]pyridine-3-carboxylic acid ethyl ester